O=C(NCCOCCOCCOCC#C)CCC(NC(CCCCCCCCCCC(=O)OC(C)(C)C)=O)(CCC(NCCOCCOCCOCC#C)=O)CCC(NCCOCCOCCOCC#C)=O tert-butyl 14,19-dioxo-17,17-bis(3-oxo-7,10,13-trioxa-4-azahexadec-15-yn-1-yl)-4,7,10-trioxa-13,18-diazatriacont-1-yn-30-oate